Cl.Cl.O1C(=CC=C1)CNC=1C2=C(N=CN1)C=CS2 N-(2-furylmethyl)thieno[3,2-d]Pyrimidin-4-amine dihydrochloride